FC1=C(C=C(C=C1)N(C(=O)C=1C=C(C=2N(C1)C(=CN2)C=2C=CC(=NC2)NC(OC)=O)C)C)OC methyl N-[5-[6-[(4-fluoro-3-methoxy-phenyl)-methyl-carbamoyl]-8-methyl-imidazo[1,2-a]pyridin-3-yl]-2-pyridyl]carbamate